CC=1C(=C2C=CNC2=C(C1)C)O[C@H]1[C@@H](CN(CC1)C1COCC1)C1=CC=C(C(=O)O)C=C1 4-((3R,4R)-4-((5,7-dimethyl-1H-indol-4-yl)oxy)-1-(tetrahydrofuran-3-yl)piperidin-3-yl)benzoic acid